4-(2-(4-acrylamido-2-methoxyphenyl)-4-amino-7-cyano-1H-pyrrolo[3,2-c]pyridin-3-yl)-N-(3,3-difluorocyclobutyl)-2-methoxybenzamide C(C=C)(=O)NC1=CC(=C(C=C1)C1=C(C=2C(=NC=C(C2N1)C#N)N)C1=CC(=C(C(=O)NC2CC(C2)(F)F)C=C1)OC)OC